N1-(5-chloro-4-(pyrazolo[1,5-a]pyridin-3-yl)pyrimidin-2-yl)-N4-(2-((2-fluoroethyl)(methyl)-amino)ethyl)-2-methoxy-N4-methyl-5-nitrobenzene-1,4-diamine ClC=1C(=NC(=NC1)NC1=C(C=C(C(=C1)[N+](=O)[O-])N(C)CCN(C)CCF)OC)C=1C=NN2C1C=CC=C2